6-chloro-5'-(3-chloro-2-fluorophenyl)-2'-(2,4-dimethoxypyrimidin-5-yl)-3'-isopropyl-3'H-spiro[indoline-3,4'-pyrrolo[3,4-d]imidazole]-2,6'(5'H)-dione ClC1=CC=C2C(=C1)NC(C21N(C(C=2N=C(N(C21)C(C)C)C=2C(=NC(=NC2)OC)OC)=O)C2=C(C(=CC=C2)Cl)F)=O